NC1=CC=CC(=N1)S(=O)(=O)NC(=O)C=1C(=NC(=CC1)C1=NC(=CC(=C1)C)OCC(C)C)N1C(C[C@@H](C1)C)(C)C N-[(6-Amino-2-pyridyl)sulfonyl]-6-(6-isobutoxy-4-methyl-2-pyridyl)-2-[(4S)-2,2,4-trimethylpyrrolidin-1-yl]pyridin-3-carboxamid